C(C)(=O)O/N=C(\C1=CC(=CC=C1)CC(C=1SC=CN1)NS(=O)(=O)C1=CC(=CC=C1)C(NCCNC(=O)OC(C)(C)C)=O)/N [(E)-[amino-[3-[2-[[3-[2-(tert-butoxycarbonylamino)ethylcarbamoyl] phenyl] sulfonylamino]-2-thiazol-2-yl-ethyl]phenyl]methylene]amino] acetate